1,1-dihexyl-pyrrolium C(CCCCC)[N+]1(C=CC=C1)CCCCCC